C(C=C)(=O)NC=1C=CC(=C(C1)NC1=NC(=NC=C1C1=CC=C(C(=O)NC)C=C1)NC=1C=NN(C1)C)F 4-(4-((5-acrylamido-2-fluorophenyl)amino)-2-((1-methyl-1H-pyrazol-4-yl)amino)pyrimidin-5-yl)-N-methylbenzamide